C(CCCCCCC\C=C/CCCCCCCC)(=O)OC[C@H](O)CO |r| 1-OLEOYL-RAC-GLYCEROL